(7R)-3-[(3-chloro-2-methoxyphenyl)amino]-2-(3-fluoropyridin-4-yl)-7-(2-methoxyethyl)-7-methyl-1H,5H,6H-pyrrolo[3,2-c]pyridin-4-one ClC=1C(=C(C=CC1)NC1=C(NC2=C1C(NC[C@@]2(C)CCOC)=O)C2=C(C=NC=C2)F)OC